5-Phenyltetrazolium C1(=CC=CC=C1)C=1N=NN[NH+]1